1-(aminomethyl)-N,N-dimethylcyclohexylamine NCC1(CCCCC1)N(C)C